2-{[4-(4-methylpiperazin-1-yl)phenyl]amino}-6-propyl-N-(pyridin-3-ylmethyl)-6H-pyrimido[5,4-c][2,1]benzothiazine-8-carboxamide 5,5-dioxide CN1CCN(CC1)C1=CC=C(C=C1)NC=1N=CC=2S(N(C3=C(C2N1)C=CC(=C3)C(=O)NCC=3C=NC=CC3)CCC)(=O)=O